CC1(CCC(CC1)OCC=1C=C2C=C(NC2=C(C1)[N+](=O)[O-])C1=CC=CC=C1)O 1-methyl-4-((7-nitro-2-phenyl-1H-indol-5-yl)methoxy)cyclohexan-1-ol